(2-Methylphenylacryloyl)-N-(4-(1-isopropyl-1H-pyrazol-4-yl)5-methylpyrimidin-2-yl)-1,2,3,4-tetrahydroisoquinolin-6-amine CC1=C(C=CC=C1)C=CC(=O)C1NCCC2=CC(=CC=C12)NC1=NC=C(C(=N1)C=1C=NN(C1)C(C)C)C